CC1C(CCC(=C1)C)C1OCC(O1)CCC(=O)C1=CC=CC=C1 3-(2-(2,4-dimethylcyclohex-3-en-1-yl)-1,3-dioxolan-4-yl)-1-phenylpropan-1-one